C(C)(C)(C)OC(=O)N1CC2(CC2C1)NC=1C2=C(N=CN1)C(=CC(=N2)Cl)C(N)=O 1-((8-Carbamoyl-6-chloropyrido[3,2-d]pyrimidin-4-yl)amino)-3-azabicyclo[3.1.0]hexane-3-carboxylic acid tert-butyl ester